2-[2-(1-chlorocyclopropyl)-3-(2-chlorophenyl)-2-hydroxyphenyl]-1,2-dihydro-3H-1,2,4-triazole ClC1(CC1)C1(C(C=CC=C1C1=C(C=CC=C1)Cl)N1NC=NC1)O